(2S,5R)-4-(2-((2,2-difluoroethyl)amino)-1-(4-fluorophenyl)-2-oxoethyl)-2,5-dimethylpiperazine-1-carboxylic acid tert-butyl ester C(C)(C)(C)OC(=O)N1[C@H](CN([C@@H](C1)C)C(C(=O)NCC(F)F)C1=CC=C(C=C1)F)C